bismuth phosphorus boron [B].[P].[Bi]